(1R,3R)-3-methoxycyclobutane-1-carboxylic acid COC1CC(C1)C(=O)O